N-(3-fluoro-5-(4-methylpiperazin-1-yl)phenyl)-4-hydroxy-1-isobutyl-2-oxo-1,2-dihydroquinoline-3-carboxamide hydrochloride Cl.FC=1C=C(C=C(C1)N1CCN(CC1)C)NC(=O)C=1C(N(C2=CC=CC=C2C1O)CC(C)C)=O